1-(4'-Methoxy-[1,1'-biphenyl]-3-yl)-N-((1-(4-methylbenzyl)pyrrolidin-3-yl)methyl)piperidine-4-carboxamide COC1=CC=C(C=C1)C1=CC(=CC=C1)N1CCC(CC1)C(=O)NCC1CN(CC1)CC1=CC=C(C=C1)C